CC1=CC=C(C=C1)N(C1=CC=C(C=C1)C)C1=CC=C(C=C1)C1=CC=C(C=2C1=NSN2)C=C(C#N)C#N 2-[(7-{4-[N,N-Bis(4-methylphenyl)amino]phenyl}-2,1,3-benzothiadiazol-4-yl)methylene]propanedinitrile